3-bromo-6-chloro-1,8-naphthyridine BrC=1C=NC2=NC=C(C=C2C1)Cl